2-(3-Carboxy-2,5-dihydroxyphenyl)-1H-benzo[d]imidazol C(=O)(O)C=1C(=C(C=C(C1)O)C1=NC2=C(N1)C=CC=C2)O